COC1CC(C1)N1C(N(C=2N=NC=3C=CC=CC3C21)C)=O 1-((1s,3s)-3-methoxycyclobutyl)-3-methyl-1H-imidazo[4,5-c]cinnolin-2(3H)-one